tert-butyl 7-(3-(1-(2,6-dioxopiperidin-3-yl)-3-methyl-2-oxo-2,3-dihydro-1H-benzo[d]imidazol-4-yl)propyl)-2,7-diazaspiro[3.5]nonane-2-carboxylate O=C1NC(CCC1N1C(N(C2=C1C=CC=C2CCCN2CCC1(CN(C1)C(=O)OC(C)(C)C)CC2)C)=O)=O